tetrahydropyrido[3,4-d]pyrimidin-2(1H)-one N1C(NCC2C1=CN=CC2)=O